C1(CC1)C1=NC=NC(=C1C=1N=C(C2=C(N1)NC=C2)OCC2=CC=C(C=C2)C=2N(C=C(N2)C(F)(F)F)C)OC 2-(4-cyclopropyl-6-methoxy-pyrimidin-5-yl)-4-[[4-[1-methyl-4-(trifluoromethyl)imidazol-2-yl]phenyl]methoxy]-7H-pyrrolo[2,3-d]pyrimidine